2-[6-(4-methanesulfonyl-benzyl)-2-azaspiro[3.4]octane-2-carbonyl]-7-oxa-2,5-diazaspiro[3.4]octane-6-one CS(=O)(=O)C1=CC=C(CC2CC3(CN(C3)C(=O)N3CC4(C3)NC(OC4)=O)CC2)C=C1